C(C)(C)(C)OC(NCCOC1CCN(CC1)C(COCC#C)=O)=O.NC1=C(C=CC(=C1)C(F)(F)F)S(=O)(=O)N 2-amino-4-(trifluoromethyl)benzenesulfonamide tert-butyl-N-[2-[[1-(2-prop-2-ynoxyacetyl)-4-piperidyl]oxy]ethyl]carbamate